C1(=CC=CC=2C3=CC=CC=C3CC12)COC(=O)N[C@@H](CC1=CC=C(C=C1)OC(C)(C)C)C(=O)O N-Fluorenylmethoxycarbonyl-O-tert-butyl-L-tyrosine